tetra-METHYLETHYLENEDIAMINE CN(CCN(C)C)C